6-Chloro-8-(6-methyl-pyridin-3-yl)-9H-pyrido[3,4-b]indole ClC=1C=C2C3=C(NC2=C(C1)C=1C=NC(=CC1)C)C=NC=C3